N1CC(C1)C1=C(C=2N=C(N=C(C2S1)NCC=1OC=CC1)Cl)C 6-(azetidin-3-yl)-2-chloro-N-[(furan-2-yl)methyl]-7-methylthieno[3,2-d]pyrimidin-4-amine